FC(C(NC)C=1NC(=CN1)CC1=CC=NC=C1)(F)F 2,2,2-Trifluoro-N-methyl-1-(5-(pyridin-4-ylmethyl)-1H-imidazol-2-yl)ethan-1-amine